4-(2-(3-hydroxy-3-methylbutyl)-5-nitro-2H-indazol-6-yl)benzoic acid OC(CCN1N=C2C=C(C(=CC2=C1)[N+](=O)[O-])C1=CC=C(C(=O)O)C=C1)(C)C